5-methyl-2-(2-methylbenzamido)thiazole-4-carboxylic acid methyl ester COC(=O)C=1N=C(SC1C)NC(C1=C(C=CC=C1)C)=O